N'-[6,7-Dimethoxy-2-(4-methyl-piperazin-1-yl)-quinazolin-4-yl]-N,N-dimethyl-ethane-1,2-diamine COC=1C=C2C(=NC(=NC2=CC1OC)N1CCN(CC1)C)NCCN(C)C